(R)-N-(1-(3-(difluoromethyl)-2-fluorophenyl)ethyl)-7-methoxy-2-methyl-6-morpholinoquinoline-4-amine FC(C=1C(=C(C=CC1)[C@@H](C)NC1=CC(=NC2=CC(=C(C=C12)N1CCOCC1)OC)C)F)F